N(N)C=1C=CC=NC1.[N].[Sm] samarium nitrogen 5-hydrazinylpyridine